C(C(=C)C)(=O)OC12CC3CC(CC(C1)C3)C2 3-adamantyl methacrylate